2-Chloro-5-{[(2,2-dimethylpropionyl)amino]methyl}-N-[1-(6-methoxypyridin-3-yl)-1H-indazol-4-yl]benzamide ClC1=C(C(=O)NC2=C3C=NN(C3=CC=C2)C=2C=NC(=CC2)OC)C=C(C=C1)CNC(C(C)(C)C)=O